platinum tin [Sn].[Pt]